3-((1R,5S,6r)-3-oxabicyclo[3.1.0]hexan-6-yl)-6-(2-fluorobenzyl)-3,6-dihydro-4H-pyrazolo[4,3-d][1,2,3]triazin-4-one [C@H]12COC[C@@H]2C1N1N=NC=2C(C1=O)=NN(C2)CC2=C(C=CC=C2)F